COC(/C(/CC(CCSC)NC(=O)OC(C)(C)C)=C/C1=CC=CC=C1)=O (E)-2-benzylidene-4-((tert-butoxycarbonyl)amino)-6-(methylthio)hexanoic acid methyl ester